4-(7-fluoro-2-oxoindolin-5-yl)-3-methyl-4-oxobutanoic acid FC=1C=C(C=C2CC(NC12)=O)C(C(CC(=O)O)C)=O